FC(C(=O)O)(F)F.FC1=C(C=CC2=CC=CC=C12)O fluoronaphthalene-2-ol trifluoroacetate